2-Amino-N-[4-(1H-pyrrolo[2,3-b]pyridin-4-yl)phenyl]acetamide NCC(=O)NC1=CC=C(C=C1)C1=C2C(=NC=C1)NC=C2